tin antimony oxide indium [In].[Sb]=O.[Sn]